Imidazol-3-ium bis(tetraphenylborate) C1(=CC=CC=C1)[B-](C1=CC=CC=C1)(C1=CC=CC=C1)C1=CC=CC=C1.C1(=CC=CC=C1)[B-](C1=CC=CC=C1)(C1=CC=CC=C1)C1=CC=CC=C1.N1C=[NH+]C=C1.N1C=[NH+]C=C1